FC(C1=NNC=C1C1=NC2=CC=C3C(=C2C=2CCCCC12)C=NO3)(F)F 7-(3-(trifluoromethyl)-1H-pyrazol-4-yl)-8,9,10,11-tetrahydroisoxazolo[4,5-a]phenanthridine